C(#N)C=1C(=NN2C1NC(=CC2=O)C2=CC=C(C=C2)C2CCCCC2)C(=O)O 3-Cyano-5-(4-cyclohexylphenyl)-7-oxo-4,7-dihydropyrazolo[1,5-a]pyrimidine-2-carboxylic acid